tert-butyl (3-(1-(4-cyanophenyl)-1H-pyrazol-4-yl)-5-fluorobenzyl)carbamate C(#N)C1=CC=C(C=C1)N1N=CC(=C1)C=1C=C(CNC(OC(C)(C)C)=O)C=C(C1)F